C(C1=CC=CC=C1)N1N=C2C(N(CCC2=C1Cl)[C@@H]1C(N(C2=C(OC1)C=CC(=C2)C#CCO)C)=O)=O (S)-3-(2-Benzyl-3-chloro-7-oxo-2,4,5,7-tetrahydro-6H-pyrazolo[3,4-c]pyridin-6-yl)-7-(3-hydroxyprop-1-yn-1-yl)-5-methyl-2,3-dihydrobenzo[b][1,4]oxazepin-4(5H)-one